O1C(=CC=C1)C1=NN2C(N=C(N=C2N)NCCC2=CC=C(C=C2)OCCN2CCN(CCC2)C)=N1 2-(furan-2-yl)-N5-(4-(2-(4-methyl-1,4-diazepan-1-yl)ethoxy)phenethyl)-[1,2,4]triazolo[1,5-a][1,3,5]triazine-5,7-diamine